α-propynyl-proline C(#CC)[C@@]1(NCCC1)C(=O)O